[C@H]12CN(C[C@H](CC1)N2)C2=NC(=NC=1CC3(CCC21)CCC2=C(C=CC=C23)C)OCC23CCCN3CCC2 4'-((1R,5S)-3,8-diazabicyclo[3.2.1]octan-3-yl)-4-methyl-2'-((tetrahydro-1H-pyrrolizin-7a(5H)-yl)methoxy)-2,3,5',8'-tetrahydro-6'H-spiro[indene-1,7'-quinazoline]